[As].[Cu].[Zn] zinc-copper-arsenic